tert-butyl (S)-4-(4-bromophenyl)-4-cyanopentanoate BrC1=CC=C(C=C1)[C@@](CCC(=O)OC(C)(C)C)(C)C#N